Decanedioic acid, bis(2,2,6,6-tetramethyl-4-piperidinyl) ester C(CCCCCCCCC(=O)OC1CC(NC(C1)(C)C)(C)C)(=O)OC1CC(NC(C1)(C)C)(C)C